glutamic acid sodium salt [Na+].N[C@@H](CCC(=O)[O-])C(=O)[O-].[Na+]